C1=CC=CC=2C3=CC=CC=C3C(C12)COC(=O)N([C@H](C(=O)O)CC1=CC(=CC=C1)C)C (2S)-2-[9H-fluoren-9-yl-methoxycarbonyl(methyl)amino]-3-(3-methyl-phenyl)propanoic acid